6-((1H-pyrrolo[2,3-b]pyridin-5-yl)methyl)-N-(3-fluoro-5-(trifluoromethyl)phenyl)-4,5,6,7-tetrahydrothieno[2,3-c]pyridine-3-carboxamide N1C=CC=2C1=NC=C(C2)CN2CC1=C(CC2)C(=CS1)C(=O)NC1=CC(=CC(=C1)C(F)(F)F)F